6-hydroxy-5-{(2-methoxy-5-methyl-4-sulphophenyl)azo}-2-naphthalenesulfonic acid OC=1C(=C2C=CC(=CC2=CC1)S(=O)(=O)O)N=NC1=C(C=C(C(=C1)C)S(=O)(=O)O)OC